ClC=1C=C(C=CC1N1C(N(CC1)CC#C)=O)C1=C(C(=CC(=C1)F)C1=CC(=NC=C1)N1CCN(CC1)C(=O)OC(C)(C)C)OC tert-butyl 4-(4-(3'-chloro-5-fluoro-2-methoxy-4'-(2-oxo-3-(prop-2-yn-1-yl)imidazolidin-1-yl)-[1,1'-biphenyl]-3-yl)pyridin-2-yl)piperazine-1-carboxylate